43,54-Dibenzyl 1-(perfluorophenyl) (S)-40,45-dioxo-44-undecyl-3,6,9,12,15,18,21,24,27,30,33,36-dodecaoxa-39,44-diazatetrapentacontane-1,43,54-tricarboxylate O=C(NCCOCCOCCOCCOCCOCCOCCOCCOCCOCCOCCOCCOCCC(=O)OC1=C(C(=C(C(=C1F)F)F)F)F)CC[C@H](N(C(CCCCCCCCCC(=O)OCC1=CC=CC=C1)=O)CCCCCCCCCCC)C(=O)OCC1=CC=CC=C1